FC1(CC1)CS(=O)(=O)NC1=C(C(=C(C=C1F)OC1=NC=CC=C1C1=NC(=NC=C1)N[C@@H]1CNC[C@H](C1)F)F)F 1-(1-fluorocyclopropyl)-N-(2,3,6-trifluoro-4-((3-(2-(((3S,5S)-5-fluoropiperidin-3-yl)amino)pyrimidin-4-yl)pyridin-2-yl)oxy)phenyl)methanesulfonamide